6-bromo-7-fluoro-3-methylquinazolin-4(3H)-one BrC=1C=C2C(N(C=NC2=CC1F)C)=O